1-phenyl-3-styryl-5-(4-isopropylphenyl)pyrazoline C1(=CC=CC=C1)N1NC(=CC1C1=CC=C(C=C1)C(C)C)C=CC1=CC=CC=C1